C(C)(=O)OC1=CC2=C(NC=N2)C=C1 1H-benzo[d]imidazol-5-yl acetate